1-(methoxymethoxy)-2,4-dimethyl-3-nitro-benzene COCOC1=C(C(=C(C=C1)C)[N+](=O)[O-])C